[Br-].C(C)OC(=O)CC1=C(C=CC=C1)P(C1=CC=CC=C1)C1=CC=CC=C1 ethoxycarbonylmethyl-triphenylphosphine bromide